2,3,4,4a,5,6-hexahydro-1H-pyrazino[1,2-a]quinoxaline-8-carboxylic acid C1CNCC2N1C1=CC=C(C=C1NC2)C(=O)O